(2-{2-[5'-fluoro-1'-methyl-3-(trifluoromethyl)-[4,6'-biindazol]-1-yl]acetamido}acetamido)acetic acid FC=1C=C2C=NN(C2=CC1C=1C=2C(=NN(C2C=CC1)CC(=O)NCC(=O)NCC(=O)O)C(F)(F)F)C